CC1=CC=C(C(=O)OC(C)C(C(C)OC(C2=CC=C(C=C2)C)=O)CC)C=C1 3-ethyl-2,4-pentanediol di(4-methyl benzoate)